OC1=CC(=CC=2C(C3=CC(=CC(=C3C(C12)=O)O)C)=O)O 1,3,8-Trihydroxy-6-methylanthracen-9,10-dion